C(C)(C)(C)OC(=O)N1C[C@H]([C@@H](C1)OCC1=CC=C(C=C1)C(F)(F)F)N1N=CC(=C1)C(NC)=O tert-butyl-trans-3-(4-(methylcarbamoyl)-1H-pyrazol-1-yl)-4-((4-(trifluoromethyl)benzyl)oxy)pyrrolidine-1-carboxylate